3,5-difluoropyridin-2-aminium chloride [Cl-].FC=1C(=NC=C(C1)F)[NH3+]